(2-fluoro-6-(pyrimidin-2-yl)phenyl)((1S,4R,6R)-6-((5-(trifluoromethyl)pyrazin-2-yl)oxy)-2-azabicyclo[2.2.1]heptan-2-yl)methanone FC1=C(C(=CC=C1)C1=NC=CC=N1)C(=O)N1[C@@H]2[C@@H](C[C@H](C1)C2)OC2=NC=C(N=C2)C(F)(F)F